S1C=CC2=C1C1=C(C3=C2C=CC=C3)C=CC=C1 dibenzoBenzothiophene